2-amino-2-(4-bromothiophen-2-yl)acetic acid methyl ester COC(C(C=1SC=C(C1)Br)N)=O